BrC1=C(C(=NN1C1=CC=CC=C1)CCC)C=O 5-BROMO-1-PHENYL-3-PROPYL-1H-PYRAZOLE-4-CARBOXALDEHYDE